2-(4-methyl-1-piperidinyl)ethanamine CC1CCN(CC1)CCN